C(C1=CC=CC=C1)(=O)CP(OC(C)C)(OC(C)C)=O diisopropyl benzoylmethylphosphonate